C1(=CC=CC=C1)C1=C(NC=2C1=NC=CC2)C2=C(C=NC=C2)OC[C@H]2N(CCC2)C(C=C)=O 1-[(2S)-2-({[4-(3-phenyl-1H-pyrrolo[3,2-b]pyridin-2-yl)pyridin-3-yl]oxy}methyl)pyrrolidin-1-yl]prop-2-en-1-one